5-(4-(3-(5-ethyl-6-oxo-1,6-dihydropyrimidin-2-yl)cyclopent-2-en-1-yl)piperazin-1-yl)-6-fluoro-N-(oxetan-3-yl)picolinamide C(C)C1=CN=C(NC1=O)C1=CC(CC1)N1CCN(CC1)C=1C=CC(=NC1F)C(=O)NC1COC1